2-[bis(3-chloro-4-fluorophenyl)methyl]-4-methanesulfonyl-1-{[2-(trimethylsilyl)ethoxy]methyl}-1H-imidazole-5-carbaldehyde ClC=1C=C(C=CC1F)C(C=1N(C(=C(N1)S(=O)(=O)C)C=O)COCC[Si](C)(C)C)C1=CC(=C(C=C1)F)Cl